C(C)OC(=O)C1=C(C2=C(CCC3=CN(N=C23)CC2=NOC(=N2)C2CC2)O1)C 2-[(5-cyclopropyl-1,2,4-oxadiazol-3-yl)methyl]-8-methyl-4,5-dihydro-2H-furo[2,3-g]indazole-7-carboxylic acid ethyl ester